di(1-naphthyl)phosphoric acid C1(=CC=CC2=CC=CC=C12)OP(OC1=CC=CC2=CC=CC=C12)(O)=O